2,5,8,11-tetraoxatetradecane-14-amide COCCOCCOCCOCCC(=O)N